1,3-bis(2-bromoethoxy)propane BrCCOCCCOCCBr